CC1(C=C(C(N(C1C)C1=CC(=CC=C1)C(F)(F)F)=O)C(=O)NCCCN1CCOCC1)C(=O)NC 5,N5,6-trimethyl-N3-(3-morpholin-4-ylpropyl)-2-oxo-1-[3-(trifluoromethyl)-phenyl]-1,2-dihydropyridine-3,5-dicarboxamide